C(C1=CC=CC=C1)(=O)[O-].[Pb+2].C(C1=CC=CC=C1)(=O)[O-] lead (II) benzoate